NC(C(=O)NC1=NC(N(C=C1)C1OC(C(C1O)O)CO)=O)CC1=CNC2=CC=CC=C12 2-amino-N-(1-(3,4-dihydroxy-5-(hydroxymethyl)tetrahydrofuran-2-yl)-2-oxo-1,2-dihydropyrimidin-4-yl)-3-(1H-indol-3-yl)propionamide